1-[4-(isopropylaminomethyl)benzyl]-3-bromo-4-[(2,4-difluorobenzyl)oxy]-6-methylpyridin-2(1H)-one C(C)(C)NCC1=CC=C(CN2C(C(=C(C=C2C)OCC2=C(C=C(C=C2)F)F)Br)=O)C=C1